ClC1=C(C=CC(=C1)S(=O)(=O)Cl)C1=C(C=CC=C1OC)OC 2-chloro-2',6'-dimethoxy-[1,1'-biphenyl]-4-sulfonyl chloride